OC1=CC=C2C=C(C(OC2=C1O)=O)C(=O)C=1SC=CC1 7,8-Dihydroxy-3-(thiophen-2-ylcarbonyl)-2H-chromen-2-one